tert-butyl (((3aR,4S,6R,6aS)-4-allyl-6-(4-chloro-7H-pyrrolo[2,3-d]pyrimidin-7-yl)-2,2-dimethyltetrahydro-4H-cyclopenta[d][1,3]dioxol-4-yl)methyl)carbamate C(C=C)[C@]1(C[C@H]([C@@H]2OC(O[C@@H]21)(C)C)N2C=CC1=C2N=CN=C1Cl)CNC(OC(C)(C)C)=O